11-(4-methylphenyl)pyridobenzothiepine CC1=CC=C(C=C1)C1=CC=NC2=C1C1=C(C=CC=CS1)C=C2